C(CCCCCCCCCCC)N(C(CCCCCCCNCCCCCO)=O)CCCCCCCCCCCC N,N-didodecyl-8-((5-hydroxypentyl)amino)octanamide